C(C)N(CCCCCCCCSC1=C2CN(CC2=CC(=C1)F)C1C(NC(CC1)=O)=O)CC 4-((8-(diethylamino)octyl)thio)-2-(2,6-dioxopiperidin-3-yl)-6-fluoroisoindoline